CC(C)CC(C)CC(C)CC=C The molecule is an alkene that is 1-nonene substituted by methyl groups at positions 4, 6 and 8 respectively. Metabolite observed in cancer metabolism. It has a role as a human metabolite. It derives from a hydride of a 1-nonene.